OC=1C(OC(C1C)C)=O 3-hydroxy-4,5-dimethyl-5H-furan-2-one